5-(3-((4-(5-((1r,3r)-3-((5-(5H-pyrido[4,3-b]indol-7-yl)pyridin-2-yl)oxy)cyclobutoxy)pyridin-2-yl)but-3-yn-1-yl)oxy)azetidin-1-yl)-2-(2,6-dioxopiperidin-3-yl)isoindoline-1,3-dione C1=NC=CC=2NC=3C=C(C=CC3C21)C=2C=CC(=NC2)OC2CC(C2)OC=2C=CC(=NC2)C#CCCOC2CN(C2)C=2C=C1C(N(C(C1=CC2)=O)C2C(NC(CC2)=O)=O)=O